NC(COC1=NC(=NC(=C1)C1=C(C=CC=C1C)C)NS(=O)(=O)C=1C=C(C(=O)O)C=CC1)CC(F)(F)F 3-[[4-(2-Amino-4,4,4-trifluoro-butoxy)-6-(2,6-dimethylphenyl)pyrimidin-2-yl]sulfamoyl]benzoic acid